C1(CCCCC(=O)OCC(CO1)OC(CCCN(CC)CC)=O)=O O'-(2-((4-(diethylamino) butyryl) oxy) propane-1,3-diyl) adipate